2-methylene-4,5-dimethyl-1,3-dioxolane C=C1OC(C(O1)C)C